ClC=1NC(C2=C(N1)N=CC=C2)=O 2-chloropyrido[2,3-d]pyrimidin-4(3H)-one